Cl.O=C1NC2=CC=CC=C2C(=C1)N1CCC(CC1)(C(F)(F)F)CNS(=O)(=O)N N-((1-(2-oxo-1,2-dihydroquinolin-4-yl)-4-(trifluoromethyl)piperidin-4-yl)methyl)sulfamide hydrochloride